COC=1C=C(CN2N=CC3=C(C2=O)N(C2=C3SC(=N2)C=C)C)C=CC1 6-(3-methoxybenzyl)-4-methyl-2-vinyl-4H-thiazolo[5',4':4,5]pyrrolo[2,3-d]pyridazin-5(6H)-one